NC1=C(C=C(C=C1C(=O)N)C=1C=NC(=CC1)Cl)C1=CC=C(C=C1)S(N)(=O)=O 2-amino-5-(6-chloropyridin-3-yl)-4'-sulfamoyl-[1,1'-biphenyl]-3-carboxamide